ClC1=C(C=C2C=CN(C2=C1)C1=CC=C(C=C1)C(F)(F)F)N 6-Chloro-1-(4-(trifluoromethyl)phenyl)-1H-indol-5-amine